IC1=C(OC(C=2C1=CC1=CN(N=C1C2)C2OCCCC2)=O)C(C)C 5-iodo-6-isopropyl-2-tetrahydropyran-2-yl-pyrano[4,3-f]indazol-8-one